[O-2].[V+5].[Ni+2] Nickel-vanadium oxide